O1CCC(CC1)NC(=O)C1CC12CCN(CC2)C(=O)OC(C)(C)C t-butyl 1-((tetrahydro-2H-pyran-4-yl)carbamoyl)-6-azaspiro[2.5]octane-6-carboxylate